CC(C#CC1=C2CCCN(C2=CC=C1)C1=NN=C2N1C1=C(C=CC=C1C=N2)F)(C)C (5-(3,3-dimethylbut-1-yn-1-yl)-3,4-dihydroquinolin-1(2H)-yl)-9-fluoro-[1,2,4]Triazolo[4,3-a]Quinazoline